3-FORMYL-4-METHYL-1H-INDOLE-7-CARBONITRILE C(=O)C1=CNC2=C(C=CC(=C12)C)C#N